N-Phenyl-4''-(triphenylsilyl)-[1,1':4',1''-terphenyl]-4-amine C1(=CC=CC=C1)NC1=CC=C(C=C1)C1=CC=C(C=C1)C1=CC=C(C=C1)[Si](C1=CC=CC=C1)(C1=CC=CC=C1)C1=CC=CC=C1